N-ethyl-1-hydroxy-6,6,9-trimethyl-3-pentyl-6H-benzo[c]chromene-2-carboxamide C(C)NC(=O)C=1C(=C2C3=C(C(OC2=CC1CCCCC)(C)C)C=CC(=C3)C)O